BrC=1C=C(C=C2C=NC(=NC12)N[C@H]1[C@@H](COCC1)O)C(F)F |r| rac-(3S,4R)-4-((8-bromo-6-(difluoromethyl)quinazolin-2-yl)amino)tetrahydro-2H-pyran-3-ol